BrC=1C(=C2C3(C(N(C(C2=CC1)=O)CC(=O)OC)=O)CC3)F methyl 2-(6'-bromo-5'-fluoro-1',3'-dioxo-1'H-spiro[cyclopropane-1,4'-isoquinolin]-2'(3'H)-yl)acetate